The molecule is conjugate base of L-dopachrome. It has a role as a human metabolite. It is a conjugate base of a L-dopachrome. C1[C@H](NC2=CC(=O)C(=O)C=C21)C(=O)[O-]